BrC1=C(C=C(C(=O)OCCC2CCN(CC2)C2=NC=C(C=N2)Cl)C=C1)F 2-(1-(5-chloropyrimidin-2-yl)piperidin-4-yl)ethyl 4-bromo-3-fluorobenzoate